C[Si](C)(C)NN=NN[Si](C)(C)C.[K] potassium bis(trimethylsilyl)azoamine